tert-butyl (1-(1-ethyl-1H-indol-3-yl)-3-hydroxypropan-2-yl)carbamate C(C)N1C=C(C2=CC=CC=C12)CC(CO)NC(OC(C)(C)C)=O